C(C)OC=1C(=CC2=CN(N=C2C1)C)C(=O)NC=1N=CC(=NC1)N1C[C@@H](N(CC1)C(=O)OC(C)(C)C)C tert-butyl (S)-4-(5-(6-ethoxy-2-methyl-2H-indazole-5-carboxamido) pyrazin-2-yl)-2-methylpiperazine-1-carboxylate